3-(cyanoadamantan-1-yl)-2-((4-(dimethylphosphoryl)phenyl)sulphonamido)-4-(trifluoromethyl)benzamide C(#N)C1C2(CC3CC(CC1C3)C2)C=2C(=C(C(=O)N)C=CC2C(F)(F)F)NS(=O)(=O)C2=CC=C(C=C2)P(=O)(C)C